C(N)(SCC(C)SC(N)=S)=S.[Zn] zinc propylene bis(dithiocarbamate)